C[C@]1(O)[C@H](OC(C2=CC=CC=C2)=O)[C@@H](OC(C2=CC=CC=C2)=O)[C@H](OC(C2=CC=CC=C2)=O)[C@H](O1)C(=O)OC1=CC=C(C=C1)CCN=[N+]=[N-] 4-(2-Azidoethyl)phenyl (methyl 2,3,4-tri-O-benzoyl-β-D-glucopyranuronate)